CC1(OB(OC1(C)C)C1=CC=C(C=C1)OC(C(F)(F)F)C1=CC=CC=C1)C 4,4,5,5-tetramethyl-2-(4-(2,2,2-trifluoro-1-phenylethoxy)phenyl)-1,3,2-dioxaborolane